C1=CC=CC2=C(C=3C=CC4=C5C3C(C=CC5=C5C3=C6C(=C7C=CC=CC7=C(C6=CC=C43)O)C=C5)=C12)O anthra[9,1,2-cde]benzo[rst]pentaphene-5,10-diol